2-methyl-N-[1-(2-{[(1,3-oxazol-4-yl)methyl]amino}quinolin-4-yl)ethyl]benzamide CC1=C(C(=O)NC(C)C2=CC(=NC3=CC=CC=C23)NCC=2N=COC2)C=CC=C1